4-Chloro-N-((1-(3-chlorobenzoyl)-1,2,3,4-tetrahydrochinolin-6-yl)methyl)benzamid ClC1=CC=C(C(=O)NCC=2C=C3CCCN(C3=CC2)C(C2=CC(=CC=C2)Cl)=O)C=C1